CC1(C[C@@H]1C(=O)N/C(=C\\CCCCSC[C@@H](C(=O)[O-])N)/C(=O)O)C The molecule is the anion resulting from the removal of a proton from a carboxylic acid group of cilastatin. It is a conjugate base of a cilastatin.